FC(S(=O)(=O)NC1=C(C=C(C=C1)C1=NNC(=C1C(=O)N)NC1=NN2C(CN(CCC2)C)=C1)O[C@@H](C)C1=CC=C(C=C1)F)F 3-(4-(difluoromethanesulfonamido)-3-((1S)-1-(4-fluorophenyl)ethoxy)phenyl)-5-((5-methyl-4H,5H,6H,7H,8H-pyrazolo[1,5-a][1,4]diazepin-2-yl)amino)-1H-pyrazole-4-carboxamide